NC=1N=NC(=CC1N1C[C@H](OCC1)C1=CC(=C(C(=O)OC)C=C1C)C)Cl Methyl (R)-4-(4-(3-amino-6-chloropyridazin-4-yl)morpholin-2-yl)-2,5-dimethylbenzoate